2-(3,5-dimethylanilino)-9,9-diethyl-fluorene CC=1C=C(NC2=CC=3C(C4=CC=CC=C4C3C=C2)(CC)CC)C=C(C1)C